ClC=1C=NC(=C(C(=O)NC2CCC(CC2)CN2C(N(C3=C2C=CC=C3)C=3C=NC(=CC3)N3CC2(COC2)CC3=O)=O)C1)C(F)F 5-chloro-2-(difluoromethyl)-N-((1r,4r)-4-((2-oxo-3-(6-(7-oxo-2-oxa-6-azaspiro[3.4]octan-6-yl)pyridin-3-yl)-2,3-dihydro-1H-benzo[d]imidazol-1-yl)methyl)cyclohexyl)nicotinamide